OC1=C(C=CC=C1)C=1C=C2N3CCN(C[C@@H]3CNC2=NN1)C1=NC=C(C=N1)C1CCN(CC1)C1CCC2(CCN(CC2)C(=O)OC(C)(C)C)CC1 tert-butyl 9-[4-[2-[(10S)-4-(2-hydroxyphenyl)-1,5,6,8,12-pentazatricyclo[8.4.0.02,7]tetradeca-2,4,6-trien-12-yl]pyrimidin-5-yl]-1-piperidyl]-3-azaspiro[5.5]undecane-3-carboxylate